1-(4-Chloro-2-fluorophenyl)-2-(2,6-dibromophenyl)ethane-1-ol ClC1=CC(=C(C=C1)C(CC1=C(C=CC=C1Br)Br)O)F